ClCC(=O)OC1(CCCC1)C 1-methylcyclopentyl chloroacetate